(E)-4-methyl-4H-1,2,4-triazole-3-thiol CN1C(=NN=C1)S